6-aminobenzothiazole-2-one NC1=CC2=C(NC(S2)=O)C=C1